2-((R,6E,10E)-14-Cyclobutylidene-3-hydroxy-3,7,11-trimethyltetradecane-6,10-dien-1-yl)-3,5,6-trimethylcyclohexa-2,5-diene-1,4-dione C1(CCC1)=CCC/C(=C/CC/C(=C/CC[C@@](CCC=1C(C(=C(C(C1C)=O)C)C)=O)(C)O)/C)/C